silicon fluorosulfonate compound with lithium fluorophosphate P(=O)([O-])([O-])F.[Li+].FS(=O)(=O)[O-].[Si+4]